N-(6-methoxy-[2,4'-bipyridin]-5-yl)-5-methyl-3-phenylisoxazole-4-carboxamide COC1=C(C=CC(=N1)C1=CC=NC=C1)NC(=O)C=1C(=NOC1C)C1=CC=CC=C1